3-[carbobenzoxy-amino]-4-methyl-2-oxo-1-amino-cyclobutanesulfonic acid sodium salt [Na+].C(=O)(OCC1=CC=CC=C1)NC1C(C(C1C)(S(=O)(=O)[O-])N)=O